3-formyl-3-methylazetidine-1-carboxylic acid tert-butyl ester C(C)(C)(C)OC(=O)N1CC(C1)(C)C=O